OCCC(=O)N1CC=2CN(CC2C1)S(=O)(=O)C1=CC=C(C=C1)OC 3-hydroxy-1-(5-((4-methoxyphenyl)sulfonyl)-3,4,5,6-tetrahydropyrrolo[3,4-c]pyrrol-2(1H)-yl)propan-1-one